4-(5-((2-(5-Morpholinoindolin-1-yl)-2-oxoethyl)thio)-1H-tetrazol-1-yl)benzoic acid O1CCN(CC1)C=1C=C2CCN(C2=CC1)C(CSC1=NN=NN1C1=CC=C(C(=O)O)C=C1)=O